[Mg+2].[Si]([O-])([O-])([O-])[O-].[Si](O)(O)(O)O.[Si](O)(O)(O)O.[Mg+2] magnesium trisilicate magnesium